(1r,2r,4S)-2-(3-chlorophenyl)-1-(4-chlorophenyl)-4-((S)-4-isopropyl-4,5-dihydro-oxazol-2-yl)-4-methylhept-6-en-1-ol ClC=1C=C(C=CC1)[C@H]([C@@H](O)C1=CC=C(C=C1)Cl)C[C@@](CC=C)(C)C=1OC[C@@H](N1)C(C)C